1-[(1S,4S)-2-oxa-5-azabicyclo[2.2.1]heptan-5-yl]ethanone [C@@H]12OC[C@@H](N(C1)C(C)=O)C2